FC1=C(C(=C(C(=C1C=C)F)F)C=C)F 1,2,4,5-tetrafluoro-3,6-divinyl-benzene